ClC=1C=CC(=NC1)N1CCN(CC1)C(CC1CCC(O1)[C@H]1N(CCC1)C1=C(C(N(N=C1)COCC[Si](C)(C)C)=O)C(F)(F)F)=O 5-[(2S)-2-(5-[2-[4-(5-chloropyridin-2-yl)piperazin-1-yl]-2-oxoethyl]oxolan-2-yl)pyrrolidin-1-yl]-4-(trifluoromethyl)-2-[[2-(trimethylsilyl)ethoxy]methyl]-2,3-dihydropyridazin-3-one